C1=CC=CC=2C3=CC=CC=C3C(C12)COC(=O)N([C@@H]1C(N(CC\C=C/C1)[C@H](C(=O)N(CC(=O)O)C)CC1=CC=C(C=C1)C)=O)C N-((S)-2-((S,Z)-3-((((9H-fluoren-9-yl)methoxy)carbonyl)(methyl)amino)-2-oxo-3,4,7,8-tetrahydroazocin-1(2H)-yl)-3-(p-tolyl)propanoyl)-N-methylglycine